C12=CC=C(C=C2CC1)N bicyclo[4.2.0]oct-1,3,5-triene-4-amine